1,1-diethoxypropane C(C)OC(CC)OCC